FC=1C=C(C(=O)N)C=CC1OC1=CC=C(C=C1)CN1C(CCC1)C=1C(=NN(C1)C)OC (+)-3-Fluoro-4-(4-{[2-(3-methoxy-1-methyl-1H-pyrazol-4-yl)pyrrolidin-1-yl]methyl}phenoxy)benzamide